(((1-(3-aminopropyl)piperidin-4-yl)thio)methyl)-8-methylquinazolin NCCCN1CCC(CC1)SCC1=NC2=C(C=CC=C2C=N1)C